N-(4-((2-(1,1-difluoroethyl)-6-(pyridin-3-yl)pyrimidin-4-yl)amino)-5-methoxypyridin-2-yl)acetamide FC(C)(F)C1=NC(=CC(=N1)NC1=CC(=NC=C1OC)NC(C)=O)C=1C=NC=CC1